COCCOCCC(=O)N[C@H](CC(N)=O)C(=O)N[C@@H](C)C(=O)OC methyl (3-(2-methoxyethoxy)propanoyl)-D-asparaginyl-L-alaninate